C(C)(C)(C)OC([C@H](CCCCNC(=O)C=1C=CC(=NC1)[N+](C)(C)C)NC(=O)N[C@H](C(=O)OC(C)(C)C)CCC(=O)OC(C)(C)C)=O 5-(((S)-6-(tert-butoxy)-5-(3-((S)-1,5-di-tert-butoxy-1,5-dioxopentan-2-yl)ureido)-6-oxohexyl)carbamoyl)-N,N,N-trimethylpyridin-2-aminium